OCCC=1C(=NC(=CC1)N1C=NC2=C1C=C(C=C2)NC=2N=NC(=CC2)C)N2N=C(C(=C2)C)C#N 1-[3-(hydroxyethyl)-6-[6-[(6-methylpyridazin-3-yl)amino]benzimidazol-1-yl]-2-pyridyl]-4-methyl-pyrazole-3-carbonitrile